tert-butyl (3R,4R)-3-(dibenzylamino)-4-hydroxypyrrolidine-1-carboxylate C(C1=CC=CC=C1)N([C@@H]1CN(C[C@H]1O)C(=O)OC(C)(C)C)CC1=CC=CC=C1